C(C)OC(=O)C1=C[C@@H]([C@@H]([C@H](C1)O)O)O (3S,4R,5S)-3,4,5-Trihydroxycyclohex-1-ene-1-carboxylic acid ethyl ester